1-[1-methyl-3-({[(2-methylpyridin-4-yl)methyl][(3S)-1-(pyridin-3-yl)piperidin-3-yl]amino}methyl)-4-oxo-1,4-dihydroquinolin-7-yl]piperidine-4-carboxylic acid CN1C=C(C(C2=CC=C(C=C12)N1CCC(CC1)C(=O)O)=O)CN([C@@H]1CN(CCC1)C=1C=NC=CC1)CC1=CC(=NC=C1)C